C(#N)C=1C=C(C=CC1)C=1N=C(N2C1SC=C2)C2=CC=C(C(=O)O)C=C2 4-(7-(3-cyanophenyl)imidazo[5,1-b]thiazol-5-yl)benzoic acid